(R and S)-2-chloro-4-(1-methoxyethyl)-6-(methylsulfonyl)pyridine ClC1=NC(=CC(=C1)[C@@H](C)OC)S(=O)(=O)C |r|